2-amino-3-(phenylseleno)propane NC(C)C[Se]C1=CC=CC=C1